hydroxyethyl-2,2,6,6-tetramethyl-4-hydroxypiperidine OCCN1C(CC(CC1(C)C)O)(C)C